5-tert-butyl-N-[2-{2-[3-methyl-1-(propan-2-yl)-1H-pyrazol-4-yl]-1H-imidazo[4,5-b]pyridin-7-yl}-6,7,8,9-tetrahydro-5H-benzo[7]annulen-5-yl]-1,3,4-oxadiazole-2-carboxamide C(C)(C)(C)C1=NN=C(O1)C(=O)NC1CCCCC2=C1C=CC(=C2)C2=C1C(=NC=C2)N=C(N1)C=1C(=NN(C1)C(C)C)C